C(C)N1C(=NC2=C1C=CC=C2)C(C)O 1-(1-ethyl-1H-benzo[d]imidazol-2-yl)ethan-1-ol